NC1=C(C=C(C(=C1)O)C)Cl 5-Amino-4-chloro-cresol